tributyl-(ethyl-phosphonium) C(CCC)[P+](CC)(CCCC)CCCC